tert-butyl 2-[methoxy(methyl)carbamoyl]-4H,6H,7H,8H-pyrazolo[1,5-a][1,4]diazepine-5-carboxylate CON(C(=O)C1=NN2C(CN(CCC2)C(=O)OC(C)(C)C)=C1)C